3-(tributylstannyl)pyridine C(CCC)[Sn](C=1C=NC=CC1)(CCCC)CCCC